OC=1C=C(C2=C(OC3(CCCC3)OC2=O)C1C=1C=C(C=CC1)C)CCCCC 7-hydroxy-5-pentyl-8-(m-tolyl)-4H-spiro[benzo[d][1,3]dioxine-2,1'-cyclopentan]-4-one